C1(C=CC(N1CCCC(=O)ON1C(C(CC1=O)S(=O)(=O)O)=O)=O)=O N-maleimidobutyryloxysulfosuccinimide